[4-[5-(Benzhydrylideneamino)-6-(1-piperidyl)indazol-2-yl]cyclohexyl]methanol C(C1=CC=CC=C1)(C1=CC=CC=C1)=NC1=CC2=CN(N=C2C=C1N1CCCCC1)C1CCC(CC1)CO